L-lactaldehyde C([C@@H](O)C)=O